4-oxo-2-(piperazin-1-ylmethyl)quinazolin O=C1NC(=NC2=CC=CC=C12)CN1CCNCC1